ClC=1C=C(C=C(C1CC1=C(C(=C(C=C1)O)C(C)C)F)C)CCC(=O)O 3-(3-chloro-4-(2-fluoro-4-hydroxy-3-isopropylbenzyl)-5-methylphenyl)propionic acid